ClC=1C=C(C=CC1Cl)N(C(=O)C1CCN(CC1)S(=O)(=O)C)CCCN1CCC(CC1)S(=O)(=O)C1=CC=C(C=C1)NS(=O)(=O)C N-(3,4-Dichlorophenyl)-1-(methylsulfonyl)-N-{3-[4-({4-[(methylsulfonyl)amino]phenyl}sulfonyl)-1-piperidinyl]propyl}-4-piperidinecarboxamide